3-bromo-5-chlorobenzotrifluoride BrC=1C=C(C=C(C1)Cl)C(F)(F)F